Ethyl (S)-3-amino-3-(4,4',5-trifluoro-2',6'-dimethyl-[1,1'-biphenyl]-3-yl)propanoate N[C@@H](CC(=O)OCC)C=1C=C(C=C(C1F)F)C1=C(C=C(C=C1C)F)C